dimethyl-4,4'-diaminobenzanilide CC=1C(=C(C(=O)NC2=CC=C(C=C2)N)C=CC1N)C